C(C)N(CCNC(=O)C1=C(NC(=C1C)\C=C\1/C(NC2=CC(=CC=C12)CC)=O)C)CC (Z)-N-(2-(Diethylamino)ethyl)-5-((6-ethyl-2-oxoindolin-3-ylidene)methyl)-2,4-dimethyl-1H-pyrrole-3-carboxamide